C(O)([O-])=O.[Rb+] rubidium hydrogencarbonate